1-(4-aminobutyl)piperidin NCCCCN1CCCCC1